Ethyl 2-{[(1,2,3,5,6,7-hexahydro-s-indacen-4-yl)-carbamoyl]oxy}-3-(1H-1,2,4-triazol-1-yl)propanoate C1CCC2=C(C=3CCCC3C=C12)NC(=O)OC(C(=O)OCC)CN1N=CN=C1